4-(N-methyl-N-(3-L-alanylamino-4-methoxyphenyl)-amino)coumarin CN(C1=CC(=C(C=C1)OC)NC([C@@H](N)C)=O)C1=CC(OC2=CC=CC=C12)=O